N1=CC=C2N1C=CC(=C2)C(C)=O 1-(Pyrazolo[1,5-a]pyridin-5-yl)ethan-1-one